FC(S(=O)(=O)C=1C=CC(=NC1)CC1CC2(CN(C2)C(=O)N2CC3(C2)NC(CCC3)=O)C1)(F)F 2-[6-[[5-(trifluoromethylsulfonyl)-2-pyridinyl]methyl]-2-azaspiro[3.3]heptane-2-carbonyl]-2,5-diazaspiro[3.5]nonan-6-one